C(C1=CC=CC=C1)SC1=CC=C(C=C1)C1(CC1)N1CCN(CC1)C(C(F)(F)F)=O (4-(1-(4-(benzylthio)phenyl)cyclopropyl)piperazin-1-yl)-2,2,2-trifluoroethan-1-one